C(=O)(O)CC1=C(C=C(C=C1C(C)C)F)C1=CC(=NC=C1)OCC(C)(C)N1N=C(C(=C1C(=O)O)F)S(N)(=O)=O 1-(1-((4-(2-(carboxymethyl)-5-fluoro-3-isopropylphenyl)pyridin-2-yl)oxy)-2-methylpropan-2-yl)-4-fluoro-3-sulfamoyl-1H-pyrazole-5-carboxylic acid